7-bromo-4-isopropylpyrrolo[1,2-d][1,2,4]triazin-1(2H)-one BrC=1C=C2N(C(=NNC2=O)C(C)C)C1